4'-(4-pentylcyclohexyl)-1,1'-biphenyl C(CCCC)C1CCC(CC1)C1=CC=C(C=C1)C1=CC=CC=C1